BrC=1C=C(SC1)S(=O)(=O)N(C(C(F)(F)F)C1=CC=C(C=C1)F)CC 4-bromo-N-ethyl-N-(2,2,2-trifluoro-1-(4-fluorophenyl)ethyl)thiophene-2-sulfonamide